ClC=1C(=C(C=CC1)C1=NO[C@H](C1)C(=O)N1C(C2=CC=CC=C2CC1)C(=O)N)F 2-((R)-3-(3-chloro-2-fluorophenyl)-4,5-dihydroisoxazole-5-carbonyl)-1,2,3,4-tetrahydroisoquinoline-1-carboxamide